iodo-[1,1':2',1'']Terphenyl IC1=C(C=CC=C1)C=1C(=CC=CC1)C1=CC=CC=C1